2-methyl-2H-1,2,3-triazole-4-amine hydrobromide Br.CN1N=CC(=N1)N